4-((3-(4-(((1R,4R)-4-(dimethylamino)cyclohexyl)amino)-1-(2,2,2-trifluoroethyl)-1H-indol-2-yl)prop-2-yn-1-yl)amino)-3-methoxybenzenesulfonamide CN(C1CCC(CC1)NC1=C2C=C(N(C2=CC=C1)CC(F)(F)F)C#CCNC1=C(C=C(C=C1)S(=O)(=O)N)OC)C